S1(CN=CC1)=O 5H-thiazolone